(R)-1-((6-cyclopropylimidazo[1,2-a]pyridin-2-yl)methyl)-N-(3-methyl-2-((2-(trimethylsilyl)ethoxy)methyl)-2,4,5,6-tetrahydrocyclopenta[c]pyrazol-6-yl)-1H-pyrazole-4-carboxamide C1(CC1)C=1C=CC=2N(C1)C=C(N2)CN2N=CC(=C2)C(=O)N[C@@H]2CCC=1C2=NN(C1C)COCC[Si](C)(C)C